(E)-3-(benzo[d][1,3]dioxol-5-yl)-N-ethyl-N-(furan-3-ylmethyl)acrylamide O1COC2=C1C=CC(=C2)/C=C/C(=O)N(CC2=COC=C2)CC